N-(benzoylthio)-1-ethyl-9-(4-fluorobenzyl)-pyrido[3,4-b]indole-3-carboxamide C(C1=CC=CC=C1)(=O)SNC(=O)C1=CC2=C(N(C3=CC=CC=C23)CC2=CC=C(C=C2)F)C(=N1)CC